(S)-N-((R)-(2-(allyloxy)-4,5-dichlorophenyl)(1-((S)-2-hydroxypropanoyl)piperidin-4-yl)methyl)-2-methylpropane-2-sulfinamide C(C=C)OC1=C(C=C(C(=C1)Cl)Cl)[C@H](N[S@@](=O)C(C)(C)C)C1CCN(CC1)C([C@H](C)O)=O